(7-((3-(7-(((3S,4R)-3-fluoro-1-methylpiperidin-4-yl)amino)-3-(2,2,2-trifluoroethyl)benzo[b]thiophen-2-yl)prop-2-yn-1-yl)amino)benzo[d]thiazol-4-yl)dimethylphosphine oxide F[C@H]1CN(CC[C@H]1NC1=CC=CC2=C1SC(=C2CC(F)(F)F)C#CCNC2=CC=C(C=1N=CSC12)P(C)(C)=O)C